5-[tert-butoxycarbonyl(methyl)amino]-3-iodo-5-methyl-6,7-dihydro-4H-benzothiophene-2-carboxylic acid C(C)(C)(C)OC(=O)N(C1(CCC2=C(C(=C(S2)C(=O)O)I)C1)C)C